C1(=CC=CC=C1)S(=O)(=O)NC(CC=1C=C(C=CC1)C(N)=NO)C=1SC2=C(N1)C=CC=C2N(C)CCN(C)C 3-[2-Benzenesulfonamido-2-(7-{[2-(dimethylamino)ethyl](methyl)amino}-1,3-benzothiazol-2-yl)ethyl]-N'-hydroxybenzene-1-carboximidamide